3-aminobenzyl alcohol NC=1C=C(CO)C=CC1